N-oxydiethylenebenzothiazole-2-sulfenamide C1COCCN1SC2=NC3=CC=CC=C3S2